9,9',9'',9'''-(3-(4,6-diphenylpyrimidin-2-yl)-6-(pyridin-4-yl)benzene-1,2,4,5-tetrayl)tetrakis(9H-pyrido[3,4-b]indole) C1(=CC=CC=C1)C1=NC(=NC(=C1)C1=CC=CC=C1)C=1C(=C(C(=C(C1N1C2=C(C3=CC=CC=C13)C=CN=C2)N2C1=C(C3=CC=CC=C23)C=CN=C1)C1=CC=NC=C1)N1C2=C(C3=CC=CC=C13)C=CN=C2)N2C1=C(C3=CC=CC=C23)C=CN=C1